COC(=O)C1CC2(C1)CC(C2)NC(=O)OCC2=CC=CC=C2 6-(((benzyloxy)carbonyl)amino)spiro[3.3]Heptane-2-carboxylic acid methyl ester